ClC=1C(N(C(=CC1OC([2H])([2H])C1=NC=C(C=C1F)F)C)C1=CC(=NC=C1C)N1N=C(C=C1)[C@@]1(C(NCC1)=C=O)C)=O (S)-3-chloro-4-((3,5-difluoropyridin-2-yl)methoxy-d2)-5',6-dimethyl-2'-(3-((S)-3-Methyl-2-carbonylpyrrolidin-3-yl)-1H-pyrazol-1-yl)-2H-[1,4'-bipyridyl]-2-one